(S)-2-amino-N-(4-(3-cyanopyridin-4-yl)phenyl)-3,3-diphenylpropanamide di-Hydrochloride salt Cl.Cl.N[C@H](C(=O)NC1=CC=C(C=C1)C1=C(C=NC=C1)C#N)C(C1=CC=CC=C1)C1=CC=CC=C1